[K].ClC1=CC=C(C=C1)C=1N=CN(C1C1=CC=NC=C1)CC(=O)N1CCNCC1 2-[4-(4-chlorophenyl)-5-(pyridin-4-yl)-1H-imidazol-1-yl]Acetyl-piperazine potassium